2-cyano-3,3-diphenyl-acrylic acid, 2-ethylhexyl ester C(#N)C(C(=O)OCC(CCCC)CC)=C(C1=CC=CC=C1)C1=CC=CC=C1